OC[C@H]1OC[C@H]([C@@H]2[C@H]1OC(O2)(C)C)NC(C)=O N-((3aR,4R,7R,7aR)-4-(hydroxymethyl)-2,2-dimethyltetrahydro-3aH-[1,3]dioxolo[4,5-c]pyran-7-yl)acetamide